ethyl 2-(2-(3-chloro-4-(9-(3-chlorobenzyl)-6-(1-methylcyclopropoxy)-9H-purin-8-yl)phenoxy) ethoxy)acetate ClC=1C=C(OCCOCC(=O)OCC)C=CC1C=1N(C2=NC=NC(=C2N1)OC1(CC1)C)CC1=CC(=CC=C1)Cl